4-nitro-1,8-naphthalenedicarboxylic anhydride [N+](=O)([O-])C1=CC=C2C3=C(C=CC=C13)C(=O)OC2=O